NCC(C(=O)[O-])O aminomethylglycolate